[Hg+].[N+](=O)([O-])[O-].[Hg+].[N+](=O)([O-])[O-] mercury nitrate mercury